C(C)(C)(C)OC(=O)NCC1=NOC(=N1)C1=CC=C(C=C1)N(C(OC(C)(C)C)=O)[C@@H]1C[C@@H](N(C2=CC=CC=C12)C(CC)=O)C tert-Butyl [4-(3-{[(tert-butoxycarbonyl)amino]methyl}-1,2,4-oxadiazol-5-yl)phenyl][(2S,4R)-2-methyl-1-propionyl-1,2,3,4-tetrahydroquinolin-4-yl]carbamate